ClC1=C(C(=NN1C1CCCC1)COC)C=O 5-CHLORO-1-CYCLOPENTYL-3-(METHOXYMETHYL)-1H-PYRAZOLE-4-CARBALDEHYDE